2-cyano-6(5H)-phenanthridinone C(#N)C1=CC=2C3=CC=CC=C3C(NC2C=C1)=O